2-(4-Cyano-phenoxy)-N-(5,6-dimethoxy-benzothiazol-2-yl)-2-(2-phenylmethanesulfonyl-phenyl)-acetamide C(#N)C1=CC=C(OC(C(=O)NC=2SC3=C(N2)C=C(C(=C3)OC)OC)C3=C(C=CC=C3)S(=O)(=O)CC3=CC=CC=C3)C=C1